ClC1=CC(=NC=C1OC1=CC=CC=C1)NC=1C2=C(N=CN1)C=CC(=N2)N2CCN(CC2)C(C=C)=O 1-(4-(4-((4-chloro-5-phenoxypyridin-2-yl)amino)pyrido[3,2-d]pyrimidin-6-yl)piperazin-1-yl)prop-2-en-1-one